N-[4-fluoro-5-(2-oxo-1,3-dihydropyrrolo[2,3-b]pyridin-5-yl)-2-[(3R,5S)-3,4,5-trimethylpiperazin-1-yl]phenyl]-6-oxo-4-(trifluoromethyl)-1H-pyridine-3-carboxamide FC1=CC(=C(C=C1C=1C=C2C(=NC1)NC(C2)=O)NC(=O)C2=CNC(C=C2C(F)(F)F)=O)N2C[C@H](N([C@H](C2)C)C)C